Br[Zn]CC(COC(C)(C)C)=O 1-(bromozincio)-3-(tert-butoxy)propan-2-one